ClC(C1=NC(=NO1)C1=CC=C(C=C1)P(NC=1C=C(C=CC1)C)(=O)C)(F)F P-(4-(5-(chlorodifluoromethyl)-1,2,4-oxadiazol-3-yl)phenyl)-P-methyl-N-(m-tolyl)phosphinic amide